N-(1-(1H-indol-3-yl)hexan-2-yl)-6-(6-hydroxy-6-methyl-2-azaspiro[3.3]heptane-2-yl)benzo[b]thiophene-2-carboxamide N1C=C(C2=CC=CC=C12)CC(CCCC)NC(=O)C1=CC2=C(S1)C=C(C=C2)N2CC1(C2)CC(C1)(C)O